FC1=C(N=CC2=C1N=C(N=C2N([C@H]2CN(CC2)C(C=C)=O)C)OC[C@]21CCCN1C[C@@H](C2)F)C2=CC(=CC1=CC=CC=C21)O 1-((R)-3-((8-fluoro-2-(((2R,7aS)-2-fluorohexahydro-1H-pyrrolizin-7a-yl)methoxy)-7-(3-hydroxynaphthalen-1-yl)pyrido[4,3-d]pyrimidin-4-yl)(methyl)amino)pyrrolidin-1-yl)prop-2-en-1-one